(S)-4-(2-(4-(2-acetyl-5-chlorophenyl)-3-methoxy-6-oxopyridazin-1(6H)-yl)-3-phenylpropionamido)benzenesulphonic acid C(C)(=O)C1=C(C=C(C=C1)Cl)C=1C(=NN(C(C1)=O)[C@H](C(=O)NC1=CC=C(C=C1)S(=O)(=O)O)CC1=CC=CC=C1)OC